N-(3-((5-methyl-2-((3-(pyrrolidin-1-ylsulfonyl)phenyl)amino)pyrimidin-4-yl)amino)benzyl)acetamide CC=1C(=NC(=NC1)NC1=CC(=CC=C1)S(=O)(=O)N1CCCC1)NC=1C=C(CNC(C)=O)C=CC1